FC=1C=C(C=C(C1)N(C(=O)[C@H]1[C@H]2CC[C@@H](C1)C2)C([2H])C2=CC=C(C=C2)C=2C=C1C=NN(C1=CC2)C)/C=C/C(=O)OC methyl (E)-3-(3-fluoro-5-((1S,2R,4R)-N-((4-(1-methyl-1H-indazol-5-yl)phenyl)methyl-d)bicyclo[2.2.1]heptane-2-carboxamido)phenyl)acrylate